P(=O)(OC(CCCl)Cl)(OC(CCCl)Cl)OC(CCCl)Cl tris(1,3-dichloro-propyl) phosphate